CC(C(=O)OC)(C=1OC2=CC=CC(=C2C(C1)=O)OC)C Methyl 2,2-Dimethyl-2-(5-methoxy-4-oxo-4H-chromen-2-yl)ethanoate